C(C)(C)N1N=CC2=CC(=CC=C12)C1=C(NC2=NC=C3C(=C21)N(C(N3C)=O)[C@H]3C[C@@H](CC3)NC(OC)=O)C3=CC=C(C=C3)C(NCCOC)=O methyl ((1R,3R)-3-(8-(1-isopropyl-1H-indazol-5-yl)-7-(4-((2-methoxyethyl)carbamoyl)phenyl)-3-methyl-2-oxo-3,6-dihydroimidazo[4,5-d]pyrrolo[2,3-b]pyridin-1(2H)-yl)cyclopentyl)carbamate